(5R)-5-(2-Naphthyl)dihydro-2(3H)-furanone C1=C(C=CC2=CC=CC=C12)[C@H]1CCC(O1)=O